C(C1=CC=CC=C1)C1=CC=C(C(=O)[O-])C=C1 p-benzylbenzoate